C(C)(C)(C)OC(=O)N1CC(C1)N1C(C(CC1)C(=O)OCC)=C=O ethyl 1-(1-(tert-butoxycarbonyl) azetidin-3-yl)-2-carbonylpyrrolidine-3-carboxylate